O1C(=NN=C1)CC(CCN1CCCCC1)NC(=O)C1=NN(C(=C1)C1=C(C=CC=C1OC)OC)C1CCCC1 N-(1-(1,3,4-oxadiazol-2-yl)-4-(piperidin-1-yl)but-2-yl)-1-cyclopentyl-5-(2,6-dimethoxyphenyl)-1H-pyrazole-3-carboxamide